P(=O)(O)(O)O[C@H]1[C@H]([C@@H](O[C@@H]1CO)N1C=NC=2C(N)=NC=NC12)OC O-methyladenosine-3'-phosphate